1-(2-(((6-bromopyrimidin-4-yl)amino)methyl)-6-cyclopropylimidazo[1,2-a]pyridin-8-yl)-4-methylpiperazin-2-one BrC1=CC(=NC=N1)NCC=1N=C2N(C=C(C=C2N2C(CN(CC2)C)=O)C2CC2)C1